3-((1-(3-ethyl-4,7-dimethyl-5-oxo-4,5-dihydro-3H-pyrazolo[3,4-c]isoquinolin-9-yl)ethyl)amino)-6-methylpicolinic acid C(C)N1N=CC2=C1N(C(C=1C=C(C=C(C21)C(C)NC=2C(=NC(=CC2)C)C(=O)O)C)=O)C